3-(2-((3R,4R)-3-Amino-4-fluoropiperidin-1-yl)-5,6-difluoro-1H-benzo[d]imidazol-1-yl)-1-phenylpiperidin-2-on N[C@@H]1CN(CC[C@H]1F)C1=NC2=C(N1C1C(N(CCC1)C1=CC=CC=C1)=O)C=C(C(=C2)F)F